((3,4,5-trimethoxy-6-methyltetrahydro-2H-pyran-2-yl)oxy)-2-(3,4,5-trimethoxyphenyl)-4H-chromene-4-one COC1C(OC(C(C1OC)OC)C)OC1=C(OC2=CC=CC=C2C1=O)C1=CC(=C(C(=C1)OC)OC)OC